methyl 4-amino-3-[(4,4-dimethyltetrahydrofuran-3-yl)amino]-benzoate NC1=C(C=C(C(=O)OC)C=C1)NC1COCC1(C)C